2-(4-(Azacyclooctan-1-yl)butyl)-4-phenylpyridazin-3(2H)-one N1(CCCCCCC1)CCCCN1N=CC=C(C1=O)C1=CC=CC=C1